ClC=1C=C(C=C(C1OC1=CC=2C3=C(NC2C(=C1F)F)CCOC3(C)C)Cl)N3N=C(C(NC3=O)=O)C#N 2-(3,5-dichloro-4-((6,7-difluoro-1,1-dimethyl-1,3,4,5-tetrahydropyrano[4,3-b]indol-8-yl)oxy)phenyl)-3,5-dioxo-2,3,4,5-tetrahydro-1,2,4-triazine-6-carbonitrile